Cl.Cl.Cl.N[C@H](C(=O)OCC(C)(C)C)CC1=CC=C(C=C1)OCCCN1CCC(CC1)=C1C2=C(CCC=3C1=NC=CC3)C=C(C=C2)Cl neopentyl (S)-2-amino-3-(4-(3-(4-(8-chloro-5,6-dihydro-11H-benzo[5,6]cyclohepta[1,2-b]pyridin-11-ylidene)piperidin-1-yl)propoxy)phenyl)propanoate trihydrochloride